C1(CC1)CC1=CC(=NN1C)S(=O)(=O)N 5-(cyclopropylmethyl)-1-methyl-1H-pyrazole-3-sulfonamide